NCC1CCN(CC1)C1=CC=C(C=C1)NC1=NC=CC(=N1)NC1=NC(=NC=C1)C1=NC(=CC=C1)C N2-[4-[4-(aminomethyl)-1-piperidyl]phenyl]-N4-[2-(6-methyl-2-pyridyl)pyrimidin-4-yl]pyrimidine-2,4-diamine